NCC=1C=C(C=CC1)[C@H]1[C@@H](N=C(O1)N1C[C@H](N(CC1)C([C@H](NC1CCCCC1)CCCCNS(=O)(=O)C)=O)C(=O)NCC=1SC=CC1)C (2S)-4-{(4S,5S)-5-[3-(aminomethyl)phenyl]-4-methyl-4,5-dihydro-1,3-oxazol-2-yl}-1-[N2-cyclohexyl-N6-(methylsulfonyl)-D-lysyl]-N-(thiophen-2-ylmethyl)piperazine-2-carboxamide